4-(5-chloro-8-ethoxy-11H-indolo[3,2-c]isoquinolin-11-yl)-N-hydroxybutyramide ClC1=NC2=C(C3=CC=CC=C13)N(C1=CC=C(C=C12)OCC)CCCC(=O)NO